P(OC1=C(C=C(C=C1)C(C)(C)C)C(C)(C)C)(OC1=C(C=C(C=C1)C(C)(C)C)C(C)(C)C)OC1=C(C=C(C=C1)C(C)(C)C)C(C)(C)C tris(2,4-di-tert-butyl-phenyl) phosphite